6-(2,4-dimethylphenyl)-2-(5-methoxypyrimidin-2-yl)-5,6,7,8-tetrahydrophthalazin-1(2H)-one CC1=C(C=CC(=C1)C)C1CC=2C=NN(C(C2CC1)=O)C1=NC=C(C=N1)OC